methyl 4-(4-oxo-4,5,6,7-tetrahydropyrazolo[1,5-a]pyrazin-6-yl)benzoate O=C1C=2N(CC(N1)C1=CC=C(C(=O)OC)C=C1)N=CC2